FC1=C(C(=C(C=C1OC)OC)F)N1C(C(C=2C3=C(N=CC2C1)N(C=C3)S(=O)(=O)C3=CC=CC=C3)(C)C)=O 7-(2,6-difluoro-3,5-dimethoxyphenyl)-9,9-dimethyl-3-(phenylsulfonyl)-3,6,7,9-tetrahydro-8H-pyrrolo[2,3-c]-2,7-naphthyridin-8-one